C(C)OC(=O)C1=NC(=C2N1C=C(N=C2)C(F)F)Br 1-bromo-6-(difluoromethyl)imidazo[1,5-a]pyrazine-3-carboxylic acid ethyl ester